CC1=C(C=CC=C1C)C1=CC=C(C2=C1OCO2)C(=O)N2[C@@H](C\C(\C2)=N/OC)CO (S,E)-(7-(2,3-Dimethylphenyl)benzo[d][1,3]dioxol-4-yl)(2-(hydroxymethyl)-4-(methoxyimino)pyrrolidin-1-yl)methanone